ClC1=CC=C(C=C1)N1N=CC2=C(C=CC=C12)NC(C1=C(C=CC(=C1)CNC(C(C)(C)C)=O)C(F)(F)F)=O N-[1-(4-chlorophenyl)-1H-indazol-4-yl]-5-{[(2,2-dimethylpropionyl)amino]methyl}-2-(trifluoromethyl)benzamide